5-(3,4,5-trimethoxyphenyl)-[1,2,4]triazolo[1,5-a]pyridin-2-amine COC=1C=C(C=C(C1OC)OC)C1=CC=CC=2N1N=C(N2)N